(7R,14R)-1-ethynyl-6-(methyl-d3)-11-(2-((S)-pyrrolidin-2-yl)pyrimidin-5-yl)-6,7-dihydro-7,14-methanobenzo[f]benzo[4,5]imidazo[1,2-a][1,4]diazocin-5(14H)-one C(#C)C1=CC=CC=2C(N([C@H]3C=4N([C@@H](C21)C3)C3=C(N4)C=CC(=C3)C=3C=NC(=NC3)[C@H]3NCCC3)C([2H])([2H])[2H])=O